C1(C(C1)C(=O)[O-])C(=O)OC 1,2-cyclopropanedicarboxylic acid, 1-methyl ester